cyclohexylmethyl (2E,6R)-6-{[(2R,3R,5R,6S)-3,5-bis[(tert-butyldimethyl silyl)oxy]-6-methyloxan-2-yl]oxy}hept-2-enoate [Si](C)(C)(C(C)(C)C)O[C@H]1[C@@H](O[C@H]([C@@H](C1)O[Si](C)(C)C(C)(C)C)C)O[C@@H](CC/C=C/C(=O)OCC1CCCCC1)C